bis-[3-(phenylsulfonyloxy)-5-methyl-phenyl]urea C1(=CC=CC=C1)S(=O)(=O)OC=1C=C(C=C(C1)C)NC(NC1=CC(=CC(=C1)C)OS(=O)(=O)C1=CC=CC=C1)=O